Cl.CC=1C(=C(C=C(C1)C(F)(F)F)O)C=1N=NC(=CC1)NCC(C(F)(F)F)(C)O 3-Methyl-2-(6-((3,3,3-trifluoro-2-hydroxy-2-methylpropyl)amino)pyridazin-3-yl)-5-(trifluoromethyl)phenol HCl